Butyl (2S,5R)-5-ethyl-2-methylpiperazine-1-carboxylate C(C)[C@H]1NC[C@@H](N(C1)C(=O)OCCCC)C